C1=CC=CC=2C3=CC=CC=C3C(C12)COC(=O)N([C@H](C(=O)O)CCCCN(S(=O)(=O)C)C)C (2S)-2-({[(9H-fluoren-9-yl)methoxy]carbonyl}(methyl)amino)-6-(N-methylmethanesulfonamido)hexanoic acid